4-(6-((1S,5S,6S)-4-cyano-3-((6-methoxypyridin-3-yl)methyl)-2,7-diazabicyclo[4.2.0]oct-7-yl)pyridin-3-yl)-2-(1-methyl-1H-pyrazol-4-yl)-1H-pyrrole C(#N)C1C(N[C@H]2CN([C@H]2C1)C1=CC=C(C=N1)C=1C=C(NC1)C=1C=NN(C1)C)CC=1C=NC(=CC1)OC